4-(3-Chloroanilino)-5'-fluoro-2'-[(2R)-2-methyl-3-{[(5R)-5-methyl-5,6,7,8-tetrahydroquinolin-4-yl]oxy}propyl]-2',3'-dihydrospiro[cyclohexane-1,1'-indene]-4-carboxylic acid ClC=1C=C(NC2(CCC3(C(CC4=CC(=CC=C34)F)C[C@H](COC3=CC=NC=4CCC[C@H](C34)C)C)CC2)C(=O)O)C=CC1